C(C)(C)(C)OC(=O)N1[C@@H](CC[C@H](C1)NC(C1=CC(=C(C=C1)Cl)Cl)=O)C(NNC(=O)OCCOC(F)(F)F)=O (2S,5R)-5-[(3,4-dichlorobenzoyl)amino]-2-[[2-(trifluoromethoxy)ethoxycarbonylamino]carbamoyl]piperidine-1-carboxylic acid tert-butyl ester